C(C)(C)(C)[Si](C=1C(=CC(=NC1)NC(NCC(=O)OC(C)(C)C)=O)OC)(F)C(C)(C)C tert-butyl (3-{5-[di(tert-butyl)(fluoro)silyl]-4-methoxy-2-pyridyl}ureido)acetate